tert-butyl (3R,4S,5S)-4-[(2S)-2-{[(9H-fluoren-9-ylmethoxy)carbonyl]amino}-N,3-dimethylbutanamido]-3-methoxy-5-methylheptanoate C1=CC=CC=2C3=CC=CC=C3C(C12)COC(=O)N[C@H](C(=O)N(C)[C@H]([C@@H](CC(=O)OC(C)(C)C)OC)[C@H](CC)C)C(C)C